FCCOCCOC1=CC=C(C=C1)[C@H](C1CCN(CC1)C(=O)C=1C=CC2=C(NC(CO2)=O)C1)C1=CC=C(C=C1)F |o1:13| 6-[4-[(S or R)-[4-[2-(2-Fluoroethoxy)ethoxy]phenyl]-(4-fluorophenyl)methyl]piperidine-1-carbonyl]-4H-1,4-benzoxazin-3-one